C1(=CC=CC=C1)C(CC=C)(C1=CC=CC=C1)C1=C(C(=O)N)C=CC(=C1)C(F)(F)F (1,1-diphenyl-but-3-en-1-yl)-4-trifluoromethylbenzamide